DESOXYCYTIDIN [C@@H]1(C[C@H](O)[C@@H](CO)O1)N1C(=O)N=C(N)C=C1